CC1=CC=CC(=N1)NC(=O)OC(C)(C)C tert-butyl 6-methylpyridine-2-carbamate